P(=O)(OC)(OC)OCCC(=O)O[Si](C)(C)C dimethyl (2-trimethylsilyloxycarbonylethyl) phosphate